O[C@H]1CN(CC1)CCCOC=1C(=C(C=CC1)C1=C(C(=CC=C1)OCCCN1C[C@H](CCC1)O)C)C (S)-1-(3-((3'-(3-((R)-3-hydroxypyrrolidin-1-yl)propoxy)-2,2'-dimethyl-[1,1'-biphenyl]-3-yl)oxy)propyl)piperidin-3-ol